(10S)-16-tert-Butyl-12,12-dimethyl-22λ6-thia-2,13,15,21,27-pentaazapentacyclo[21.3.1.110,13.02,7.014,19]octacosa-1(26),14(19),15,17,23(27),24-hexaene-3,20,22,22-tetrone C(C)(C)(C)C1=NC=2N3C(C[C@H](CCC4CCCC(N4C4=CC=CC(S(NC(C2C=C1)=O)(=O)=O)=N4)=O)C3)(C)C